FC1=C(C(=O)NC=2C=NC(=CC2)OC2=C(C=C(C=C2)NC)OC)C=CC(=C1)C(F)(F)F 2-fluoro-N-{6-[2-methoxy-4-(methylamino)phenoxy]pyridin-3-yl}-4-(trifluoromethyl)benzamide